1-methyl-6-(pyridin-4-yl)indolin-2-one 8-methoxy-2-oxo-1,8-diazaspiro[4.5]dec-3-en-4-ylcarbonate CON1CCC2(C(=CC(N2)=O)OC(O)=O)CC1.CN1C(CC2=CC=C(C=C12)C1=CC=NC=C1)=O